5-[4-(1H-pyrazol-4-yl)phenoxy]-1,3,4-thiadiazol N1N=CC(=C1)C1=CC=C(OC2=NN=CS2)C=C1